3-fluoro-5-formyl-4-hydroxy-N-(4-(pyrrolidin-1-yl)phenyl)benzenesulfonamide FC=1C=C(C=C(C1O)C=O)S(=O)(=O)NC1=CC=C(C=C1)N1CCCC1